C(C)OC(=O)C1(CCNCC1)C=1N=NC(=CC1)C=1C(=NC=CC1)OCC 4-[6-(2-ethoxypyridin-3-yl)pyridazin-3-yl]Piperidine-4-carboxylic acid ethyl ester